N-(4-(1-ethoxyvinyl)-2-fluorophenyl)acetamide C(C)OC(=C)C1=CC(=C(C=C1)NC(C)=O)F